C(C1=CC=CC=C1)OC=1C=C2CCC(=CC2=CC1)C1=C(C=C(C=C1)OC)[N+](=O)[O-] 6-benzyloxy-2-(4-methoxy-2-nitrophenyl)-3,4-dihydronaphthalene